1-(1-(1-((1-(4-((2R,5R)-4-(3-Amino-6-(2-hydroxyphenyl)pyridazin-4-yl)-5-methylmorpholin-2-yl)benzoyl)piperidin-4-yl)methyl)piperidin-4-yl)-3-methyl-1H-indol-5-yl)dihydropyrimidine NC=1N=NC(=CC1N1C[C@H](OC[C@H]1C)C1=CC=C(C(=O)N2CCC(CC2)CN2CCC(CC2)N2C=C(C3=CC(=CC=C23)N2CNCC=C2)C)C=C1)C1=C(C=CC=C1)O